C(C1=CC=CC=C1)(C1=CC=CC=C1)(C1=CC=CC=C1)N1C=NC(C1)C1=C(\C=C\2/CCC=3C=CC=NC3C2=O)C=CC=C1 (e)-7-(2-(1-trityl-4H-imidazol-4-yl)benzylidene)-6,7-dihydroquinolin-8(5H)-one